O1C(=CC=C1)C1=NN2C=NC3=C(C2=N1)SC(N3)=O 8-(furan-2-yl)thiazolo[5,4-e][1,2,4]triazolo[1,5-c]pyrimidin-2(3H)-on